Cl.N1C(=NC2=C1C=CC=C2)COC2=C1CN(C(C1=CC=C2)=O)C2C(NC(CC2)=O)=O 3-(4-((1H-benzo[d]imidazol-2-yl)methoxy)-1-oxoisoindolin-2-yl)piperidine-2,6-dione hydrochloride